(1R,3S)-3-[3-({[5-meth-oxy-2-(methylsulfonyl)-phenyl]acetyl}amino)-1H-pyrazol-5-yl]cyclopentyl propylcarbamate C(CC)NC(O[C@H]1C[C@H](CC1)C1=CC(=NN1)NC(CC1=C(C=CC(=C1)OC)S(=O)(=O)C)=O)=O